3,6-di(4-pyridyl)-1,2,4,5-tetramethylpyrazine N1=CC=C(C=C1)C1=C(N(C(=C(N1C)C)C1=CC=NC=C1)C)C